dodecyl-Dimethyl-amine oxide (Dimethyl-dodecyl-aminoxide) CC(CCCCCCCCCCC)(N[O-])C.C(CCCCCCCCCCC)[N+](C)(C)[O-]